C(CC)NNC(=O)C1=CC=C(CNC(=O)C2=CC=3C=NC=CC3S2)C=C1 N-(4-(2-propylhydrazine-1-carbonyl)benzyl)thieno[3,2-c]pyridine-2-carboxamide